N-[rac-(2R,3S)-1-[1-(4-fluorophenyl)benzotriazol-5-yl]-5-oxo-2-phenylpyrrolidin-3-yl]cyclopropanecarboxamide FC1=CC=C(C=C1)N1N=NC2=C1C=CC(=C2)N2[C@@H]([C@H](CC2=O)NC(=O)C2CC2)C2=CC=CC=C2 |r|